2-chloro-N-(1-cyanocyclopropyl)-N-methyl-5-[(2S)-2-(trifluoromethylsulfonylamino)propoxy]pyridine-3-carboxamide ClC1=NC=C(C=C1C(=O)N(C)C1(CC1)C#N)OC[C@H](C)NS(=O)(=O)C(F)(F)F